(S)-ethyl-(methyl)-λ6-sulfanone C(C)[SH2](=O)C